Trans-N-[3-(4-cyclobutoxy-2-methoxypyridin-3-yl)-1-{[2-(trimethylsilyl)ethoxy]methyl}pyrrolo[2,3-b]pyridin-6-yl]-2-(hydroxymethyl)cyclopropane-1-carboxamide C1(CCC1)OC1=C(C(=NC=C1)OC)C1=CN(C2=NC(=CC=C21)NC(=O)[C@H]2[C@@H](C2)CO)COCC[Si](C)(C)C